mandelic acid-d C(C(O)C1=CC=CC=C1)(=O)O[2H]